FC=1C=C(C=C(C1F)F)C=1N=NN(C1)[C@@H]1[C@H]([C@@H](SCCC2=CC=C(C=C2)Cl)O[C@@H]([C@@H]1O)CO)O 4-Chlorophenethyl 3-deoxy-3-[4-(3,4,5-trifluorophenyl)-1H-1,2,3-triazol-1-yl]-1-thio-α-D-galactopyranoside